1-t-amylperoxycyclohexane C(C)(C)(CC)OOC1CCCCC1